NC1=CC=C(C=C1)N1CCN(CC1)C1CCC2(CCN(CC2)C2=CC=C3C(=N2)CN(C3=O)C3C(NC(CC3)=O)=O)CC1 3-[2-[9-[4-(4-aminophenyl)piperazin-1-yl]-3-azaspiro[5.5]undecan-3-yl]-5-oxo-7H-pyrrolo[3,4-b]pyridin-6-yl]piperidine-2,6-dione